C(C)(C)(C)OC(=O)NCC1(CCN(CC1)C=1N=CC(=NC1)SC1=C(C(=NC=C1)N1CCC(CC1)CC(=O)O)Cl)C 2-(1-(4-((5-(4-(((tert-butoxycarbonyl)amino)methyl)-4-methylpiperidin-1-yl)pyrazin-2-yl)thio)-3-chloropyridin-2-yl)piperidin-4-yl)acetic acid